ClC1=CC=C(C=C1)C1(CN(CC1)C1COC1)NS(=O)(=O)C1=CC=C(C=C1)OC(F)(F)F N-(3-(4-chlorophenyl)-1-(oxetan-3-yl)pyrrolidin-3-yl)-4-(trifluoromethoxy)benzenesulfonamide